3-[(3-chlorophenyl)sulfanyl]-N-hydroxypyridine-4-carboximidamide ClC=1C=C(C=CC1)SC=1C=NC=CC1C(NO)=N